C(#N)C1=CC=C(C=C1)N(C=1C=NC=NC1)CC1=CC(=C(C#N)C=C1)F 4-(((4-cyanophenyl)(pyrimidin-5-yl)amino)methyl)-2-fluorobenzonitrile